(S)-3-(4-methylfuran-2-yl)isoxazolidine-2-carboxylic acid tert-butyl ester C(C)(C)(C)OC(=O)N1OCC[C@H]1C=1OC=C(C1)C